4-(3-ethynylazetidin-1-yl)aniline C(#C)C1CN(C1)C1=CC=C(N)C=C1